8-(5-(2-methyl-2-butoxycarbonyl)naphthyl)-tetracyclo[4.4.0.12,5.17,10]-3-dodecene CC(C)(CC)OC(=O)C1=C2C=CC=C(C2=CC=C1)C1C2C3C4C=CC(C3C(C1)C2)C4